C(CCCC)C(COC(CCCCN(C(OCCN(CCOC(N(CCCCC(=O)OCC(CCCCC)CCCCC)CC(C)C)=O)CCCN(CC)CC)=O)CC(C)C)=O)CCCCC bis(2-pentylheptyl)-11-(3-(diethylamino)propyl)-6,16-diisobutyl-7,15-dioxo-8,14-dioxa-6,11,16-triazahenicosanedioate